(R)-5-(3,4-dimethylphenyl)-N-(1,1-dioxido-2,3-dihydrothiophen-3-yl)-4H-1,2,4-triazole-3-carboxamide CC=1C=C(C=CC1C)C=1NC(=NN1)C(=O)N[C@H]1CS(C=C1)(=O)=O